O-methyl-N-[(2-methyl-5-thiazolyl)carbonyl]-L-serine COC[C@H](NC(=O)C1=CN=C(S1)C)C(=O)O